BrC1=NN2C(N(C(=C(C2=O)N2CCNCC2)CC)CC(=O)NC2=C(C=C(C=C2)S(F)(F)(F)(F)F)Cl)=N1 2-[2-bromo-5-ethyl-7-oxo-6-(piperazin-1-yl)-[1,2,4]triazolo[1,5-a]pyrimidin-4-yl]-N-[2-chloro-4-(pentafluoro-λ6-sulfanyl)phenyl]acetamide